5-[[4-[[2-[[N-(2-Aminoethyl)carbamimidoyl]amino]acetyl]amino]-3-fluorophenyl]sulfonylamino]thiazol NCCNC(=N)NCC(=O)NC1=C(C=C(C=C1)S(=O)(=O)NC1=CN=CS1)F